1-[[3-[3,5-difluoro-4-[(2-methylimidazol-1-yl)methyl]phenyl]-5-isobutyl-2-thienyl]sulfonyl]-3-(2-hydroxyethyl)urea FC=1C=C(C=C(C1CN1C(=NC=C1)C)F)C1=C(SC(=C1)CC(C)C)S(=O)(=O)NC(=O)NCCO